tert-butyl (3R)-4-(10-((6,7-difluoro-4-oxoquinazolin-3(4H)-yl)methyl)-10-hydroxy-7-azaspiro[4.5]decane-7-carbonyl)-3-phenylpiperazine-1-carboxylate FC=1C=C2C(N(C=NC2=CC1F)CC1(CCN(CC12CCCC2)C(=O)N2[C@@H](CN(CC2)C(=O)OC(C)(C)C)C2=CC=CC=C2)O)=O